C(#N)C1=NC2=CC(=CC(=C2N=C1N1CC=2N(CC1)C=NC2)[C@@H](C)NC2=C(C(=O)O)C=CC=C2)C (R)-2-((1-(2-cyano-3-(5,6-dihydroimidazo[1,5-a]pyrazin-7(8H)-yl)-7-methylquinoxalin-5-yl)ethyl)amino)benzoic acid